COC=1C=C(C=CC1)N1N=C(C=C1)C(=O)O 1-(3-methoxyphenyl)-1H-pyrazole-3-carboxylic acid